5-{[(1R,2S)-2-aminocyclohexyl]amino}-N-[3-carbamoyl-1-(2-hydroxyethyl)-1H-pyrazol-4-yl]pyrazolo[1,5-a]pyrimidine-3-carboxamide trifluoroacetate FC(C(=O)O)(F)F.N[C@@H]1[C@@H](CCCC1)NC1=NC=2N(C=C1)N=CC2C(=O)NC=2C(=NN(C2)CCO)C(N)=O